C(#N)C=1C=C(C=CC1)C=1N=C(SC1C=1C=C2C(=NC=NC2=CC1)C)NC(=O)N1CCC(CC1)N1CCOCC1 N-[4-(3-Cyanophenyl)-5-(4-methylquinazolin-6-yl)thiazol-2-yl]-4-morpholino-piperidine-1-carboxamide